2-bromo-6,6-dimethyl-3-(4-methylphenyl)-1,5,6,7-tetrahydro-4H-pyrrolo[3,2-c]pyridin-4-one BrC1=C(C=2C(NC(CC2N1)(C)C)=O)C1=CC=C(C=C1)C